3'-[2-[(2Z)-1-(3,4-dimethylphenyl)-1,5-dihydro-3-methyl-5-oxo-4H-pyrazol-4-ylidene]hydrazino]-2'-hydroxy-[1,1'-biphenyl]-3-carboxylic acid CC=1C=C(C=CC1C)N1N=C(C(C1=O)=NNC=1C(=C(C=CC1)C1=CC(=CC=C1)C(=O)O)O)C